FC=1C(=C2C(=NC1)NC(=C2)C2OCC(NC2)=O)C2CCNCC2 6-[5-fluoro-4-(piperidin-4-yl)-1H-pyrrolo[2,3-b]pyridin-2-yl]morpholin-3-one